NC1=NC=2C3=C(C(CC2C=N1)(C)C)C(=NN3)C(=O)NC3=CC(=CC=C3)C(NC3CCCCC3)=O 8-amino-N-[3-(cyclohexylcarbamoyl)phenyl]-4,4-dimethyl-4,5-dihydro-1H-pyrazolo[4,3-H]quinazoline-3-carboxamide